[B].[Fe].[Nd].[B] boron neodymium-iron-boron